NCC1=CC2=C(SC(=C2)C[C@H](C(=O)OC(C)(C)C)[C@@H]2CN(CC2)C(=O)OC(C)(C)C)C=C1 tert-butyl (R)-3-((S)-3-(5-(aminomethyl)benzo[b]thiophen-2-yl)-1-(tert-butoxy)-1-oxopropan-2-yl)pyrrolidine-1-carboxylate